N-{[4-{2-[(tert-butyldimethylsilyl)oxy]ethyl}-2-(2-chloro-5-fluorophenyl)-6-oxopiperidin-3-yl]methyl}-3-fluoro-5-(trifluoromethyl)benzamide [Si](C)(C)(C(C)(C)C)OCCC1C(C(NC(C1)=O)C1=C(C=CC(=C1)F)Cl)CNC(C1=CC(=CC(=C1)C(F)(F)F)F)=O